NC[C@@H](CO)O (S)-3-aminopropane-1,2-diol